NC=1C2=C(N=CN1)N(C=C2C2=CC=C(C=C2)OC2=CC=CC=C2)[C@H]2CC[C@H](CC2)N2C(CNCC2)=O 1-((Cis)-4-(4-amino-5-(4-phenoxyphenyl)-7H-pyrrolo[2,3-d]pyrimidin-7-yl)cyclohexyl)piperazin-2-one